N-((5-chloro-6-((3-methylisoxazol-5-yl)methoxy)-1H-indol-2-yl)methyl)-3-fluorotetrahydrofuran-3-carboxamide ClC=1C=C2C=C(NC2=CC1OCC1=CC(=NO1)C)CNC(=O)C1(COCC1)F